(4-((S)-3-(3-chloropyridin-2-yloxy)pyrrolidin-1-yl)-3-((tetrahydro-2H-pyran-2-yloxy)methyl)phenyl)methanol ClC=1C(=NC=CC1)O[C@@H]1CN(CC1)C1=C(C=C(C=C1)CO)COC1OCCCC1